(methanaminium) hexafluorophosphate F[P-](F)(F)(F)(F)F.C[NH3+]